N-(2-cyanoethyl)-N-methyl-N-(3,3,5-trimethylcyclohexyl)-amine C(#N)CCN(C1CC(CC(C1)C)(C)C)C